6-amino-N-[(1S,2S)-2-{[4-(1-{4-[(2,2-dimethyl-1,3-dioxolan-4-yl)methyl]piperazin-1-yl}-2,3-dihydro-1H-inden-5-yl)phenyl]methoxy}cyclopentyl]-6'-fluoro[3,3'-bipyridine]-5-carboxamide NC1=C(C=C(C=N1)C=1C=NC(=CC1)F)C(=O)N[C@@H]1[C@H](CCC1)OCC1=CC=C(C=C1)C=1C=C2CCC(C2=CC1)N1CCN(CC1)CC1OC(OC1)(C)C